ClC1=CC(=C(S1)C1=NC=C(C(=N1)C)O[C@@H]1C[C@H](CCC1)C(=O)OC)CNC1=NC=CC(=N1)OC1CC1 methyl (1S,3S)-3-((2-(5-chloro-3-(((4-cyclopropoxypyrimidin-2-yl)amino)methyl)thiophen-2-yl)-4-methylpyrimidin-5-yl)oxy)cyclohexane-1-carboxylate